3,6-dipropyl-1,4-dioxane-2,5-dione C(CC)C1C(OC(C(O1)=O)CCC)=O